ICC[NH3+] 2-iodoethylammonium